(S)-6-((1-amino-1-oxopropan-2-yl)amino)-2-(4-methyl-1-(4-(trifluoromethyl)phenyl)-2,3,4,5-tetrahydro-1H-benzo[e][1,4]diazepin-7-yl)pyrimidine-4-carboxamide NC([C@H](C)NC1=CC(=NC(=N1)C1=CC2=C(N(CCN(C2)C)C2=CC=C(C=C2)C(F)(F)F)C=C1)C(=O)N)=O